O.S(C)(=O)(=O)O mono-mesylate monohydrate